N1=C2C(=NC=C1N1CCC(CC1)N(C(=O)NC1=CC(=CC(=C1)C(F)(F)F)C)C)NC=C2 1-(1-(5H-pyrrolo[2,3-b]pyrazin-2-yl)piperidin-4-yl)-1-methyl-3-(3-methyl-5-(trifluoromethyl)phenyl)urea